(S)-6-(5-(((2-(3-Fluoro-5-methyl-6-oxo-5,6-dihydro-1,5-naphthyridin-4-yl)ethyl)amino)methyl)-2-oxooxazolidin-3-yl)-2H-pyrazino[2,3-b][1,4]oxazin-3(4H)-one FC=1C=NC=2C=CC(N(C2C1CCNC[C@H]1CN(C(O1)=O)C1=NC2=C(OCC(N2)=O)N=C1)C)=O